3-(3-methyl-2-oxo-5-((4-(2,2,2-trifluoroacetyl)piperazin-1-yl)methyl)-2,3-dihydro-1H-benzo[d]imidazol-1-yl)piperidine-2,6-dione CN1C(N(C2=C1C=C(C=C2)CN2CCN(CC2)C(C(F)(F)F)=O)C2C(NC(CC2)=O)=O)=O